C(#N)C(=CC1=C(N(C(=C1)C)C1=C(C#N)C=CC=C1)C)C1=NC2=C(N1)C=C(C=C2)OC 2-(3-(2-cyano-2-(6-methoxy-1H-benzo[d]imidazol-2-yl)vinyl)-2,5-Dimethyl-1H-pyrrol-1-yl)benzonitrile